COC(=O)C1=C(N(C(=C1I)C1=C2C(=NC=C1)N(C=C2)S(=O)(=O)C2=CC=CC=C2)COCC[Si](C)(C)C)C2=C(C(=CC=C2)C)F Methyl-2-(2-fluoro-3-methylphenyl)-4-iodo-5-[1-(phenylsulfonyl)-1H-pyrrolo[2,3-b]pyridin-4-yl]-1-{[2-(trimethylsilyl)ethoxy]methyl}-1H-pyrrole-3-carboxylate